CC1(OB(OC1(C)C)\C=C(/C)\C1=CC=C(C=C1)OC(F)(F)F)C (E)-4,4,5,5-tetramethyl-2-(2-(4-(trifluoromethoxy)phenyl)prop-1-en-1-yl)-1,3,2-dioxaborolan